2-(3-(4-methyl-1H-imidazol-1-yl)-5-(trifluoromethyl)phenyl)-4-nitro-1H-benz[d]imidazole CC=1N=CN(C1)C=1C=C(C=C(C1)C(F)(F)F)C1=NC2=C(N1)C=CC=C2[N+](=O)[O-]